(S)-2-{[8-((R)-1-phenyl-propylcarbamoyl)-3,4-dihydro-1H-pyrrolo[2,1-c][1,4]oxazine-6-carbonyl]-amino}-propionic acid isopropyl ester C(C)(C)OC([C@H](C)NC(=O)C1=CC(=C2COCCN21)C(N[C@H](CC)C2=CC=CC=C2)=O)=O